methyl 6-(3-amino-6-chloro-2-fluorophenyl)imidazo[1,5-a]pyrazine-1-carboxylate NC=1C(=C(C(=CC1)Cl)C=1N=CC=2N(C1)C=NC2C(=O)OC)F